C1(=CC=CC=C1)S(=O)(=O)NC(CC1=CC(=CC=C1)C(N)=NO)C=1SC2=C(N1)C=CC(=C2)OCCCNC(OC(C)(C)C)=O tert-butyl N-[3-[[2-[1-(benzenesulfonamido)-2-[3-(N'-hydroxycarbamimidoyl)phenyl]ethyl]-1,3-benzothiazol-6-yl]oxy]propyl]carbamate